C(C)(C)(C)OC(=O)NC[C@H](C)OC1=NC=C(C=C1C1(CC1)NC1=NC=2N(C=C1)N=CC2C(=O)OCC)F ethyl (s)-5-((1-(2-((1-((tert-butoxycarbonyl)amino)-propan-2-yl)oxy)-5-fluoropyridin-3-yl)cyclopropyl)amino)pyrazolo[1,5-a]pyrimidine-3-carboxylate